N-(4'-((4-cyclopropyl-6-(methylsulfonyl)pyridin-2-yl)amino)-5-fluoro-[2,3'-bipyridin]-6'-yl)acetamide C1(CC1)C1=CC(=NC(=C1)S(=O)(=O)C)NC1=C(C=NC(=C1)NC(C)=O)C1=NC=C(C=C1)F